propargyl-cytidine C(C#C)[C@@]1([C@H](O)[C@H](O)[C@@H](CO)O1)N1C(=O)N=C(N)C=C1